Cl.N1=CC=C(C=C1)CCC=1SC(=CN1)/C=N/O (E)-2-(2-(pyridin-4-yl)ethyl)thiazole-5-carbaldehyde oxime hydrochloride